FC(OC1=C(C=CC=C1)C1CCN(CC1)[C@H]1CC2(CN(C2)C=2SC=NN2)CC1)(F)F (R)-2-(6-(4-(2-(trifluoromethoxy)phenyl)piperidin-1-yl)-2-azaspiro[3.4]octan-2-yl)-1,3,4-thiadiazole